4-(cyclopropylamino)-2-(((S)-2,3,4,5-tetrahydro-3-(2-ethoxyethoxy)benzo[b][1,4]oxazepin-7-yl)amino)pyrimidine-5-carboxamide C1(CC1)NC1=NC(=NC=C1C(=O)N)NC1=CC2=C(OC[C@H](CN2)OCCOCC)C=C1